CN1N=C2NC(NC(C2=C1C)=O)=O 2,3-dimethyl-2,7-dihydro-4H-pyrazolo[3,4-d]pyrimidine-4,6(5H)-dione